dimethyl-(p-methylsulfonylphenyl)sulfonium oxide C[S+](C1=CC=C(C=C1)S(=O)(=O)C)(C)=O